ClC=1C(=C(C(=O)NC=2C=[N+](C=CC2)[O-])C(=CC1C(F)(F)F)OC1=C2CCCC2=C(C=C1)F)C 3-(3-chloro-6-((7-fluoro-2,3-dihydro-1H-Inden-4-yl)oxy)-2-methyl-4-(trifluoromethyl)benzamido)pyridine 1-oxide